FC(C=1C=CC(=NC1)N1N=CC(=C1)NC=1C=CC(=NC1)C(=O)O)(F)F 5-((1-(5-(trifluoromethyl)pyridin-2-yl)-1H-pyrazol-4-yl)amino)picolinic acid